C(C)C1=C(C(=CC(=C1)C)CC)C(C(=O)O)C(=O)O 2-(2,6-diethyl-4-methylphenyl)-malonic acid